C(CCCCCCC\C=C/CCCCCCCC)(=O)OC1=CC=C(C=C1)CC(=O)OCCC1CCN(CC1)CCSSCCN1CCC(CC1)CCOC(CC1=CC=C(C=C1)OC(CCCCCCC\C=C/CCCCCCCC)=O)=O Bis[2-(4-{2-[4-(cis-9-octadecenoyloxy)phenylacetoxy]ethyl} piperidinyl)ethyl] disulfide